Cl.FCCNCCNC(=O)C1=CC2=C(N(C(=N2)NC=2SC3=C(N2)C=CC(=C3)Cl)C)C=C1 2-(6-Chloro-benzothiazol-2-ylamino)-1-methyl-1H-benzoimidazole-5-carboxylic acid [2-(2-fluoro-ethylamino)-ethyl]-amide hydrochloride